2-Cyanoethyl methacrylate C(C(=C)C)(=O)OCCC#N